3-(2-(((1S,3S)-3-((3-(4-Methoxybenzyl)-3H-imidazo[4,5-b]pyridin-2-yl)amino)cyclopentyl)amino)pyrimidin-5-yl)-1-methylpyridin-2(1H)-one COC1=CC=C(CN2C(=NC=3C2=NC=CC3)N[C@@H]3C[C@H](CC3)NC3=NC=C(C=N3)C=3C(N(C=CC3)C)=O)C=C1